C12(CC(C1)C2)N2C(C(N(C=C2)CC2=NOC(=C2)C2=CC(=CC=C2)F)=O)=O 1-(bicyclo[1.1.1]pentan-1-yl)-4-((5-(3-fluorophenyl)isoxazol-3-yl)methyl)-1,4-dihydropyrazine-2,3-dione